2-((5-(5-(3,5-dichlorophenyl)-5-(trifluoromethyl)-4,5-dihydro-1H-pyrazol-3-yl)-1,3,4-oxadiazol-2-yl)thio)-N-ethylacetamide ClC=1C=C(C=C(C1)Cl)C1(CC(=NN1)C1=NN=C(O1)SCC(=O)NCC)C(F)(F)F